2-[3-[4-[3-(oxetan-3-yl)benzimidazol-5-yl]oxy-2-(trifluoromethyl)phenoxy]phenyl]acetic acid O1CC(C1)N1C=NC2=C1C=C(C=C2)OC2=CC(=C(OC=1C=C(C=CC1)CC(=O)O)C=C2)C(F)(F)F